FC(CN1C(=NC2=C1C=CC=1CCN(CC21)C(=O)OC)C2CCCCC2)(C2=CC=CC=C2)F (1R,4R)-4-[3-(2,2-difluoro-2-phenylethyl)-8-(methoxycarbonyl)-3H,6H,7H,8H,9H-imidazo[4,5-h]isoquinolin-2-yl]cyclohexane